di(ethyl-ethyl)silane C(C)C(C)[SiH2]C(C)CC